C(C=CC)I crotyl iodide